N-(4-{4-amino-5-bromo-7H-cyclopenta[d]pyrimidin-6-yl}phenyl)-2-methylprop-2-enamide NC=1C2=C(N=CN1)CC(=C2Br)C2=CC=C(C=C2)NC(C(=C)C)=O